tert-Butyl trans-3-(2-(2-(1H-benzo[d]imidazol-2-yl) cyclopropane-1-carboxamido)propanamido)azetidine-1-carboxylate N1C(=NC2=C1C=CC=C2)[C@H]2[C@@H](C2)C(=O)NC(C(=O)NC2CN(C2)C(=O)OC(C)(C)C)C